1'-(cyclopentylmethyl)-5-methyl-4'-oxo-1',4'-dihydro-[2,3'-bipyridine]-5'-carboxamide C1(CCCC1)CN1C=C(C(C(=C1)C(=O)N)=O)C1=NC=C(C=C1)C